C(C)(C)(C)N(C(O)=O)C1=C(C=CC=C1)NC=1C2=C(N=C(N1)Cl)SC=C2.FC2=C(NCC=1C=NC=CC1)C(=CC=C2)[N+](=O)[O-] 2-fluoro-6-nitro-N-(pyridin-3-ylmethyl)aniline tert-butyl-(2-((2-chlorothieno[2,3-d]pyrimidin-4-yl)amino)phenyl)carbamate